C(#N)C=1C2=C(SC1NC(CCNC1=CC=CC=C1)=O)CCCC2 N-(3-cyano-4,5,6,7-tetrahydrobenzo[b]thiophen-2-yl)-3-(phenylamino)propanamide